CC(C)([Si](OCCCCCCCCC(CCCCCCCCO[Si](C(C)(C)C)(C)C)O)(C)C)C 2,2,3,3,23,23,24,24-octamethyl-4,22-dioxa-3,23-disilapentacosan-13-ol